N-(5,6-Dimethylpyrazin-2-yl)-5-[2-methyl-4-[[(2R)-1-methylazetidin-2-yl]methoxy]pyrazol-3-yl]pyrazolo[1,5-a]pyridin-2-amine CC=1N=CC(=NC1C)NC1=NN2C(C=C(C=C2)C=2N(N=CC2OC[C@@H]2N(CC2)C)C)=C1